SCCOC1=C(C=CC=C1)OCCS 1,2-bis(mercaptoethoxy)benzene